N1C=CC=2C1=CN=C(C2)NC(=O)C=2SC1=C(C2)C=CC=C1 N-(1H-pyrrolo[2,3-c]pyridin-5-yl)benzothiophene-2-carboxamide